CC=1N=CSC1C1=CC=C(C=C1)CN [4-(4-methylthiazol-5-yl)phenyl]Methylamine